methyl 5-(2-(3,5-dimethyl-1H-pyrazol-4-yl)ethyl)-1-methyl-4,5,6,7-tetrahydro-1H-imidazo[4,5-c]pyridine-2-carboxylate CC1=NNC(=C1CCN1CC2=C(CC1)N(C(=N2)C(=O)OC)C)C